C(C)(C)(C)C=1C(C(=CC(C1)=O)C(C)(C)C)=O 2,6-di-t-butylbenzoquinone